5-(N-(4-chloro-2-((2-chloro-N-neopentylbenzamido)methyl)phenyl)-N-ethylsulfamoyl)-3-methylbenzofuran-2-carboxylic acid ethyl ester C(C)OC(=O)C=1OC2=C(C1C)C=C(C=C2)S(N(CC)C2=C(C=C(C=C2)Cl)CN(C(C2=C(C=CC=C2)Cl)=O)CC(C)(C)C)(=O)=O